C(C)N1C(=NC2=CC(=C(C=C2C1=O)F)F)[C@@H](CCC)N1CCN[C@@H](CC1)C 3-Ethyl-6,7-difluoro-2-((R)-1-((R)-5-methyl-1,4-diazepan-1-yl)butyl)quinazolin-4(3H)-one